trifluoropropionyl chloride FC(CC(=O)Cl)(F)F